(R)-1-((2,2-dimethyl-1,3-dioxolan-4-yl)methyl)-1H-pyrazol-3-amine CC1(OC[C@H](O1)CN1N=C(C=C1)N)C